C(#C)C=1C=CC(=C(C1)O)C=1N=NC(=CC1C(F)(F)F)N[C@H]1CNCCC1 (R)-5-ethynyl-2-(6-(piperidin-3-ylamino)-4-trifluoromethylpyridazin-3-yl)phenol